CC1=C(C(=O)NC2=C(C=C(C=C2)S(NC(C2CCNCC2)C2=CC=CC=C2)(=O)=O)C)C=CC=C1 2-methyl-N-(2-methyl-4-(N-(phenyl(piperidin-4-yl)methyl)sulfamoyl)phenyl)benzamide